2-chloro-4-(8-(4-(4-(((3R)-1-(2-(2,6-dioxopiperidin-3-yl)-1,3-dioxoisoindolin-5-yl)pyrrolidin-3-yl)methyl)piperazin-1-yl)benzoyl)-2,8-diazaspiro[4.5]decan-2-yl)benzonitrile ClC1=C(C#N)C=CC(=C1)N1CC2(CC1)CCN(CC2)C(C2=CC=C(C=C2)N2CCN(CC2)C[C@@H]2CN(CC2)C=2C=C1C(N(C(C1=CC2)=O)C2C(NC(CC2)=O)=O)=O)=O